FC(C1=CC2=C(SC(=C2)C(N[C@H](C(N2[C@@H](CCC2)C(=O)N2C[C@H](OCC2)C2=CC=CC=C2)=O)CC2CCN(CC2)CCC(C)C)=O)C=C1)(F)P(O)(O)=O (difluoro(2-(((S)-3-(1-isopentylpiperidin-4-yl)-1-oxo-1-((S)-2-((R)-2-phenylmorpholine-4-carbonyl)pyrrolidin-1-yl)propan-2-yl)carbamoyl)benzo[b]thiophen-5-yl)methyl)phosphonic acid